4-((3-(8-(((3S,4R)-3-fluoro-1-methylpiperidin-4-yl)amino)-3-((trifluoromethyl)thio)imidazo[1,2-a]pyridin-2-yl)prop-2-yn-1-yl)amino)-3-methoxy-N,N-dimethylbenzamide F[C@H]1CN(CC[C@H]1NC=1C=2N(C=CC1)C(=C(N2)C#CCNC2=C(C=C(C(=O)N(C)C)C=C2)OC)SC(F)(F)F)C